F[C@@H]1[C@]2(C=C[C@@](C[C@@H]1OC1=CN=C(N=N1)C1=C(C=C(C=C1)N1N=CC(=C1)F)O)(N2)C)C 2-(6-(((1R,2R,3S,5R)-2-fluoro-1,5-dimethyl-8-azabicyclo[3.2.1]oct-6-en-3-yl)oxy)-1,2,4-triazin-3-yl)-5-(4-fluoro-1H-pyrazol-1-yl)phenol